4-vinyl-aniline hydrochloride Cl.C(=C)C1=CC=C(N)C=C1